The molecule is an N-acyl-sn-glycero-3-phosphoethanolamine(1-) in which the N-acyl group is specified as octadecanoyl (stearoyl); major species at pH 7.3. It is a conjugate base of a N-octadecanoyl-sn-glycero-3-phosphoethanolamine. CCCCCCCCCCCCCCCCCC(=O)NCCOP(=O)([O-])OC[C@@H](CO)O